The molecule is an organic heteroheptacyclic compound isolated from the bark of Indonesian Garcinia gaudichaudii and exhibits cytotoxic activity. It has a role as a metabolite and an antineoplastic agent. It is a bridged compound, a cyclic ether, a cyclic ketone, an organic heteroheptacyclic compound, an oxo monocarboxylic acid and an alpha,beta-unsaturated monocarboxylic acid. CC1=CC2=C(C=C1)C(OC3=C(C4=C(C(=C23)O)C(=O)C5=C[C@H]6C[C@H]7[C@]5(O4)[C@@](C6=O)(OC7(C)C)C/C=C(\\C)/C(=O)O)C(C)(C)C=C)(C)C